N-hydroxy-4-((4-methyl-5-phenyl-4H-1,2,4-triazol-3-yl)methyl)benzamide ONC(C1=CC=C(C=C1)CC1=NN=C(N1C)C1=CC=CC=C1)=O